1-(4-(2,6-dioxopiperidin-3-yl)-3,5-difluorophenyl)azetidin-3-yl (1,3-dimethoxypropan-2-yl)carbamate COCC(COC)NC(OC1CN(C1)C1=CC(=C(C(=C1)F)C1C(NC(CC1)=O)=O)F)=O